BrC1=CC=C(C=C1)C12C(NC(C(C1)C2)=O)=O 1-(4-bromophenyl)-3-azabicyclo[3.1.1]heptane-2,4-dione